COC(=O)C=1C(=C2CC(CC2=CC1)(C)C)F 4-Fluoro-2,2-dimethyl-2,3-dihydro-1H-indene-5-carboxylic acid methyl ester